ClC1=NC(=NC(=C1CC1=C(C=CC=C1)OC)Cl)N 4,6-dichloro-5-(2-methoxybenzyl)pyrimidin-2-amine